1-(3-methoxy-4-(prop-2-yn-1-yloxy)benzyl)-5-(2-(methylsulfonyl)-6-(trifluoromethyl)pyrimidin-4-yl)pyridin-2(1H)-one COC=1C=C(CN2C(C=CC(=C2)C2=NC(=NC(=C2)C(F)(F)F)S(=O)(=O)C)=O)C=CC1OCC#C